ClC1=C(C(=O)C2=CNC3=NC=C(C=C32)C=3C=NC(=NC3)N3CCNCC3)C(=CC=C1NS(N(C)CC)(=O)=O)F 3-[2-chloro-3-[[ethyl(methyl)sulfamoyl]amino]-6-fluoro-benzoyl]-5-(2-piperazin-1-ylpyrimidin-5-yl)-1H-pyrrolo[2,3-b]pyridine